(1S,2R)-2-(3-cyclopropyl-4-nitro-pyrazol-1-yl)cyclopropanecarboxamide Ethyl-(2S)-2-amino-3-isopropyl-4-methyl-pentanoate C(C)OC([C@H](C(C(C)C)C(C)C)N)=O.C1(CC1)C1=NN(C=C1[N+](=O)[O-])[C@H]1[C@H](C1)C(=O)N